ClC=1C=C(CNC2=NC(=NC3=CC=C(C=C23)C=2C(=NOC2C)C)C(=O)N(C2CCN(CC2)C)C)C=CC1 ((3-chlorobenzyl)amino)-6-(3,5-dimethylisoxazol-4-yl)-N-methyl-N-(1-Methylpiperidin-4-yl)quinazoline-2-carboxamide